Lithium 2,4,7-tricyanobenzimidazolide C(#N)C=1[N-]C2=C(N1)C(=CC=C2C#N)C#N.[Li+]